(3as,4r,6s,6as)-6-(4-aminopyrrolo[2,1-f][1,2,4]triazin-7-yl)-4-(((tert-butyldimethylsilyl)oxy)methyl)-2,2-dimethyltetrahydrofurano[3,4-d][1,3]dioxolane-4-carbonitrile NC1=NC=NN2C1=CC=C2[C@@H]2O[C@]([C@@H]1[C@H]2OC(O1)(C)C)(C#N)CO[Si](C)(C)C(C)(C)C